C(\C=C/C)(=O)[O-] (Z)-but-2-enoate